((1-indenyl)-ethyl)-2-indanol C1(C=CC2=CC=CC=C12)CCC1C(CC2=CC=CC=C12)O